C1(CC1)OC=1C=CC(=NC1)C1=NSC(=N1)NC1=CC=C(C=N1)N1CCN(CC1)C(CC(F)(F)F)=O 1-(4-(6-(3-(5-cyclopropoxypyridin-2-yl)-1,2,4-thiadiazol-5-ylamino)pyridin-3-yl)piperazin-1-yl)-3,3,3-trifluoropropan-1-one